Ethyl-1-(3-chloro-2-pyridinyl)-4,5-dihydro-3-[(phenylsulfonyl)oxy]-1H-pyrazole-5-carboxylate C(C)OC(=O)C1CC(=NN1C1=NC=CC=C1Cl)OS(=O)(=O)C1=CC=CC=C1